bis(benzylmethoxycarbonyl)aminotetraethylene glycol C(C1=CC=CC=C1)COC(=O)N(C(=O)OCCC1=CC=CC=C1)C(COCCOCCOCCO)O